2-[2-({4-methyl-5-[(thiophen-2-yl)methyl]-4H-1,2,4-triazol-3-yl}sulfanyl)propanamido]-4H,5H,6H-cyclopenta[b]thiophene-3-carboxamide CN1C(=NN=C1CC=1SC=CC1)SC(C(=O)NC1=C(C2=C(S1)CCC2)C(=O)N)C